N-methyl-2-(methyl((6-methyl-4-oxo-3,4-dihydrothieno[3,2-d]pyrimidin-2-yl)methyl)amino)acetamide CNC(CN(CC=1NC(C2=C(N1)C=C(S2)C)=O)C)=O